(6-cyclopropylimidazo[1,2-a]pyrimidin-2-yl)methanamine C1(CC1)C=1C=NC=2N(C1)C=C(N2)CN